Diazabicyclo-[2.2.2]octan N12NCC(CC1)CC2